C(C(C)(C)C)(=O)O[C@@H](C(=O)OC(C)C)C (+)-(R)-1-isopropoxy-1-oxopropan-2-yl pivalate